ClC=1C=C(C=C(C1)Cl)OC1=C(C(=O)O)C=CC=C1 2-(3,5-dichlorophenyloxy)benzoic acid